4-(3-Cyclopropyl-4-methyl-5-oxo-4,5-dihydro-1H-1,2,4-triazol-1-yl)-2,5-difluorobenzoic acid tert-butyl ester C(C)(C)(C)OC(C1=C(C=C(C(=C1)F)N1N=C(N(C1=O)C)C1CC1)F)=O